dimyristate Aluminum [Al+2].C(CCCCCCCCCCCCC)(=O)[O-].C(CCCCCCCCCCCCC)(=O)[O-]